C(C)(=O)C1(C2=C(NC3=C(N1)C=C(C=C3)Br)CC(CC2=O)(C)C)C 11-acetyl-8-bromo-3,3,11-trimethyl-2,3,4,5,10,11-hexahydro-1H-dibenzo[b,e][1,4]diazepin-1-one